N=S(=O)(C1=CC=C(C=C1)CC=1C(=NC=2N(C1N1CCCCC1)N=CN2)C)C imino(methyl)(4-((5-methyl-7-(piperidin-1-yl)-[1,2,4]triazolo[1,5-a]pyrimidin-6-yl)methyl)phenyl)-λ6-sulfanone